6-cyclopropaneamido-4-[(4-{5-[(1S)-1-hydroxyethyl]-1,2,4-oxadiazol-3-yl}-3-methoxypyridin-2-yl)amino]-N-(2H3)methylpyridazine-3-carboxamide C1(CC1)C(=O)NC1=CC(=C(N=N1)C(=O)NC([2H])([2H])[2H])NC1=NC=CC(=C1OC)C1=NOC(=N1)[C@H](C)O